1'H-spiro[cyclopropane-1,4'-isoquinoline] C1N=CC2(C3=CC=CC=C13)CC2